C12CC(CC2C1)OC1=C(C=C(C=C1F)NC(=O)C=1N=C(OC1CCF)N1CC(C1)(CC)CC)F N-(4-(cis-bicyclo[3.1.0]hexan-3-yloxy)-3,5-difluorophenyl)-2-(3,3-diethylazetidin-1-yl)-5-(2-fluoroethyl)oxazole-4-carboxamide